C12CN(CC(O1)C2)C2=NC(=NC(=C2)N2N=C(C=C2)C2=CC(=CC=C2)OC)OCC(CO)O 3-((4-(6-oxa-3-azabicyclo[3.1.1]heptan-3-yl)-6-(3-(3-methoxyphenyl)-1H-pyrazol-1-yl)pyrimidin-2-yl)oxy)propane-1,2-diol